5-Benzyl 2-ethyl 6,7-dihydropyrazolo[1,5-a]pyrazine-2,5(4H)-dicarboxylate N1=C(C=C2N1CCN(C2)C(=O)OCC2=CC=CC=C2)C(=O)OCC